CC1=CC=C(C=C1)S(=O)(=O)OCCOCCOCCC(OC)OC 2-[2-(3,3-dimethoxypropoxy)ethoxy]ethyl 4-methylbenzenesulfonate